(S)-N-((R)-1-(3-chloropyridin-2-yl)ethyl)-4-(5-(5-fluoro-2-methoxypyridin-4-yl)-1H-pyrazole-3-carbonyl)-4-azaspiro[2.5]octane-7-carboxamide ClC=1C(=NC=CC1)[C@@H](C)NC(=O)[C@H]1CCN(C2(CC2)C1)C(=O)C1=NNC(=C1)C1=CC(=NC=C1F)OC